tert-butyl N-[(1S)-1-(3-pyrazin-2-ylpyrazin-2-yl)ethyl]carbamate N1=C(C=NC=C1)C=1C(=NC=CN1)[C@H](C)NC(OC(C)(C)C)=O